α,α-dimethyl-3,5-dimethoxybenzyl carbamate C(N)(OC(C1=CC(=CC(=C1)OC)OC)(C)C)=O